(4-(1-(N,N-dimethyl-sulfamoyl)-1H-indol-3-yl)pyrimidin-2-yl)ammonia CN(S(=O)(=O)N1C=C(C2=CC=CC=C12)C1=NC(=NC=C1)N)C